N-[(2,6-difluoro-4-methoxy-phenyl)methyl]-3,4-dimethyl-pyrimido[4',5':4,5]furo[2,3-c]pyridazin-8-amine FC1=C(C(=CC(=C1)OC)F)CNC1=NC=NC2=C1OC=1N=NC(=C(C12)C)C